bromo-2-nitropropane-1,3-diol C(C(C(O)Br)[N+](=O)[O-])O